C(C)(C)(C)OC(=O)N[C@H](C(=O)O)CC1CCCC1 (2S)-2-(tert-butoxycarbonylamino)-3-cyclopentylpropionic acid